C[P+](CC(C)C)(C)C trimethyl(2-methylpropyl)-phosphonium